ClC1=C(C(=CC=C1)F)NC(C1=C(C=C(C(=C1)F)C=1SC(=C(N1)CF)C(C)O)O[C@H](C(F)(F)F)C)=O N-(2-Chloro-6-fluorophenyl)-5-fluoro-4-(4-(fluoromethyl)-5-(1-hydroxyethyl)thiazol-2-yl)-2-(((S)-1,1,1-trifluoropropan-2-yl)oxy)benzamide